1-(2-furylmethyl)-6-(4-methoxy-5H-pyrrolo[3,2-d]pyrimidin-5-yl)-2-methyl-1H-imidazo[4,5-b]pyridine O1C(=CC=C1)CN1C(=NC2=NC=C(C=C21)N2C=CC=1N=CN=C(C12)OC)C